tert-butyl (2S,4R)-4-hydroxy-2-[[(1S)-1-[4-(4-methylthiazol-5-yl)phenyl]ethyl] carbamoyl]pyrrolidine-1-carboxylate O[C@@H]1C[C@H](N(C1)C(=O)OC(C)(C)C)C(N[C@@H](C)C1=CC=C(C=C1)C1=C(N=CS1)C)=O